C12C(C=CC(CC1)C2)=O bicyclo[3.2.1]oct-3-en-2-one